4-((1-Benzylpiperidin-4-yl)amino)-5-chloro-N-(6-fluoropyridin-2-yl)thiophene-2-sulfonamide C(C1=CC=CC=C1)N1CCC(CC1)NC=1C=C(SC1Cl)S(=O)(=O)NC1=NC(=CC=C1)F